(S)-1-(3-pyridyl)ethylamine N1=CC(=CC=C1)[C@H](C)N